2,2'-((thiobis(ethane-2,1-diyl))bis(piperidine-4,1-diyl))bis(ethan-1-ol) S(CCC1CCN(CC1)CCO)CCC1CCN(CC1)CCO